CC=1SC(=C(N1)C)S(=O)(=O)N 2,4-dimethylthiazole-5-sulfonamide